2-(3-Chlorophenyl)-N-(3-(7-fluoro-5-oxo-1-thioxo-1,2-dihydro-[1,2,4]triazolo[4,3-a]quinazolin-4(5H)-yl)propyl)acetamide ClC=1C=C(C=CC1)CC(=O)NCCCN1C=2N(C3=CC=C(C=C3C1=O)F)C(NN2)=S